4-[2,6-difluoro-N-methyl-4-(6-pyrrolidin-1-yl-2-pyridyl)anilino]butanoic acid FC1=C(N(C)CCCC(=O)O)C(=CC(=C1)C1=NC(=CC=C1)N1CCCC1)F